N-(N'-{N''-[N'''-(2-aminoethyl)-2-aminoethyl]-2-aminoethyl}-2-aminoethyl)aspartic acid NCCNCCNCCNCCN[C@@H](CC(=O)O)C(=O)O